N1=C(C=CC=C1)/C=C/C(=O)C1=C(C(=C(C=C1)O)O)O (E)-3-(pyridin-2-yl)-1-(2,3,4-trihydroxyphenyl)prop-2-en-1-one